BrC1=CC(=NC(=C1)OC)OC 4-bromo-2,6-dimethoxy-pyridine